O1[C@@H](COCC1)C[C@@H](C1=NN=CN1C)C=1C=C(C=CC1)N1C(C2=CC(=CC(=C2C1)C(F)(F)F)CNC1(CCC1)C)=O 2-(3-((R)-2-((R)-1,4-dioxan-2-yl)-1-(4-methyl-4H-1,2,4-triazol-3-yl)ethyl)phenyl)-6-(((1-methylcyclobutyl)amino)methyl)-4-(trifluoromethyl)isoindolin-1-one